BrC=1C(=NC=2N(C1)C=C(N2)C(=O)N2C[C@@H]([C@H](CC2)N2CC1=CC=CC=C1CC2)O)C2CC2 (6-bromo-7-cyclopropylimidazo[1,2-a]pyrimidin-2-yl)[(3S,4S)-4-(3,4-dihydroisoquinolin-2(1H)-yl)-3-hydroxypiperidin-1-yl]methanone